COCCOC=1C=CC2=C(N(C=N2)C2=CC=C(C=C2)N)C1 4-[6-(2-methoxy-ethoxy)-benzimidazol-1-yl]-phenylamine